FC1(C2=CC=CC=C2C=2C=C(C=CC12)C(=O)NCC(=O)N1C2CC2(CC1C(=O)N)CN1CCOCC1)F 2-((9,9-difluoro-9H-fluorene-3-carbonyl)glycyl)-5-(morpholinomethyl)-2-azabicyclo[3.1.0]hexane-3-carboxamide